Methyl 3-(N-(2-((tert-butoxycarbonyl)amino)-5-cyano-4-fluorophenyl)sulfamoyl)-4-cyclopropylbenzoate C(C)(C)(C)OC(=O)NC1=C(C=C(C(=C1)F)C#N)NS(=O)(=O)C=1C=C(C(=O)OC)C=CC1C1CC1